3-bromo-6-isopropyl-2-methoxypyridin-4-ol BrC=1C(=NC(=CC1O)C(C)C)OC